C(C)OC(=O)N1CCN(CCC1)C1CCC2(C(NC3=CC(=CC=C23)F)=O)CC1 4-(6'-fluoro-2'-oxo-1',2'-dihydrospiro[cyclohexane-1,3'-indol]-4-yl)-1,4-diazepan-1-carboxylic acid ethyl ester